(3-((3-chloro-1H-indazol-1-yl)methyl)bicyclo[1.1.1]-pentan-1-yl)(5-(3,5-difluorophenyl)-4,5-dihydro-1H-pyrazol-1-yl)methanone ClC1=NN(C2=CC=CC=C12)CC12CC(C1)(C2)C(=O)N2N=CCC2C2=CC(=CC(=C2)F)F